tolyltripropoxysilane C1(=C(C=CC=C1)[Si](OCCC)(OCCC)OCCC)C